BrC([2H])([2H])C1=NN(C2=CC=CC=C12)C (bromomethyl-d2)-1-methyl-1H-indazole